7-{[2-(5-chloropyridin-2-yl)imidazo[1,2-a]pyridin-3-yl]methyl}-3-oxa-7,9-diazabicyclo[3.3.1]nonane dihydrochloride Cl.Cl.ClC=1C=CC(=NC1)C=1N=C2N(C=CC=C2)C1CN1CC2COCC(C1)N2